N(=C=S)C1=C(C=CC=C1)C=1NC2=CC=CC=C2C1C(C[N+](=O)[O-])C1=CC=CC=C1 2-(2-isothiocyanatophenyl)-3-(2-nitro-1-phenylethyl)-1H-indole